(R)-1-cyclopentyl-1,2,3,6-tetrahydropyridin-3-ol C1(CCCC1)N1C[C@@H](C=CC1)O